(S)-1-(1-(6,7-difluoro-1-oxo-1,2-dihydroisoquinolin-4-yl)ethyl)-1-methyl-3-(3,4,5-trifluorophenyl)urea FC=1C=C2C(=CNC(C2=CC1F)=O)[C@H](C)N(C(=O)NC1=CC(=C(C(=C1)F)F)F)C